3-((3-((E)-4-(7-oxa-2-azaspiro[3.5]non-2-ylmethyl)styryl)-1H-indazol-6-yl)methylene)-4-phenylpyrrolidin-2-one trifluoroacetate FC(C(=O)O)(F)F.C1N(CC12CCOCC2)CC2=CC=C(/C=C/C1=NNC3=CC(=CC=C13)C=C1C(NCC1C1=CC=CC=C1)=O)C=C2